O=C1N(CN(C1)C(=O)OC(C)(C)C)CC1=NC=C(C=C1)C#CC1=CC=C(C=C1)C1=CC(=NO1)CN1C(=NC=C1)[C@H](C)OC1OCCCC1 tert-butyl 4-oxo-3-((5-((4-(3-((2-((1S)-1-((tetrahydro-2H-pyran-2-yl)oxy)ethyl)-1H-imidazol-1-yl)methyl)isoxazol-5-yl)phenyl)ethynyl)pyridin-2-yl)methyl)imidazolidine-1-carboxylate